4-Methoxy-N-methyl-N-phenylaniline COC1=CC=C(N(C2=CC=CC=C2)C)C=C1